4-(((1S)-1-(4-((2,3-dihydro-1H-inden-1-yl)oxy)-3-fluorophenyl)ethyl)amino)-2-ethyl-2,3-dihydro-1H-pyrrolo[3,4-c]pyridin-1-one C1(CCC2=CC=CC=C12)OC1=C(C=C(C=C1)[C@H](C)NC1=NC=CC2=C1CN(C2=O)CC)F